tert-butyl N-[(4-amino-3-methoxy-phenyl)-methyl-oxo-λ6-sulfanylidene]carbamate NC1=C(C=C(C=C1)S(=NC(OC(C)(C)C)=O)(=O)C)OC